COF methoxyfluorine